4-((2S,3R,5S)-3-(2-fluoro-6-methoxyphenyl)-5-methyl-5-(trifluoromethyl)tetrahydrofuran-2-carboxamido)picolinamide FC1=C(C(=CC=C1)OC)[C@@H]1[C@H](O[C@@](C1)(C(F)(F)F)C)C(=O)NC1=CC(=NC=C1)C(=O)N